CCC(CO)(CO)CO hexaglycerol